3-(4-((4-(4-(1-(4-hydroxyphenyl)-2-phenylbut-1-en-1-yl)phenyl)piperazin-1-yl)methyl)phenyl)piperidine-2,6-dione OC1=CC=C(C=C1)C(=C(CC)C1=CC=CC=C1)C1=CC=C(C=C1)N1CCN(CC1)CC1=CC=C(C=C1)C1C(NC(CC1)=O)=O